OCCN(C(=O)C=1N=CN2C1N(C(C1=CC(=CC=C21)C)=O)C)C N-(2-hydroxyethyl)-N,4,7-trimethyl-5-oxo-4,5-dihydroimidazo[1,5-a]quinazoline-3-carboxamide